((3-(2-(Benzylamino)-2-oxoethyl)-5-(trifluoromethyl)phenyl)carbamoyl)(3-(pyridin-2-ylmethyl)-1,2,3-oxadiazol-3-ium-5-yl)amide C(C1=CC=CC=C1)NC(CC=1C=C(C=C(C1)C(F)(F)F)NC(=O)[N-]C1=C[N+](=NO1)CC1=NC=CC=C1)=O